5-hydroxymethyl-furfurnitrile OCC1=CC=C(C#N)O1